(8R,9S,10S)-10-(aminomethyl)-9-(4-bromophenyl)-3-hydroxy-N-(4-methoxyphenyl)-1,6-diazabicyclo[6.2.0]decane-6-carboxamide NC[C@@H]1[C@@H]([C@@H]2CN(CCC(CN12)O)C(=O)NC1=CC=C(C=C1)OC)C1=CC=C(C=C1)Br